C(SCC#N)(SCCCCCCCCCCCC)=S Cyanomethyl Dodecyl Trithiocarbonate